(R)-6-(2-(3-chlorophenyl)-2-hydroxyacetyl)-2-(1-(thiophen-2-yl)cyclopropyl)-3,5,6,7,8,9-hexahydro-4H-pyrimido[5,4-c]azepin-4-one ClC=1C=C(C=CC1)[C@H](C(=O)N1CC2=C(CCC1)N=C(NC2=O)C2(CC2)C=2SC=CC2)O